Ethyl 3-chloro-2-[6-(1,1-difluoropropyl) pyridin-3-yl]-5-nitrobenzoate ClC=1C(=C(C(=O)OCC)C=C(C1)[N+](=O)[O-])C=1C=NC(=CC1)C(CC)(F)F